ClC=1C=C(C=CC1F)NC(=O)C1=C(N=CN1C)C1CC2CC(CC2C1)(C(=O)OC)O methyl 5-(5-((3-chloro-4-fluorophenyl)carbamoyl)-1-methyl-1H-imidazol-4-yl)-2-hydroxyoctahydropentalene-2-carboxylate